C1=CC=CC=2C3=CC=CC=C3OP(C12)=O 9,10-Dihydro-9-oxa-10-phosphaphenanthrene 10-Oxide